5-Methyl-Cytosine methyl-6-methyl-3,4-dihydro-2H-pyran-5-carboxylate CC1OC(=C(CC1)C(=O)O)C.CC=1C(=NC(NC1)=O)N